4,4-dimethylaniline CC1(CC=C(N)C=C1)C